3-mercaptopropyl-trimethoxysilane tert-butyl-2-morpholino-8-oxo-5,8-dihydro-4H-spiro[furo[3,4-d][1,2,4]triazolo[1,5-a]pyrimidine-7,4'-piperidine]-1'-carboxylate C(C)(C)(C)OC(=O)N1CCC2(CC1)OCC=1NC=3N(C(C12)=O)N=C(N3)N3CCOCC3.SCCC[Si](OC)(OC)OC